CC1(CNC1)OCCN1CCCC1 1-[2-(3-methylazetidin-3-yl)oxyethyl]pyrrolidine